CC1=CC=C(C=C1)S(=O)(=O)OC1C(C=2C(=NC(=CC2)OC)C1)(C)C 2-methoxy-5,5-dimethyl-6,7-dihydro-5H-cyclopenta[b]pyridin-6-yl 4-methylbenzenesulfonate